CN1C(=NC2=CC=CC=C2C1=O)C1=CC=C(C=C1)C 3-methyl-2-(p-tolyl)quinazolin-4(3H)-one